The molecule is a hydrate that is the trihydrate form of peramivir. Used for the treatment of acute uncomplicated influenza in patients 18 years and older who have been symptomatic for no more than two days. It has a role as an EC 3.2.1.18 (exo-alpha-sialidase) inhibitor and an antiviral drug. CCC(CC)[C@@H]([C@H]1[C@@H](C[C@@H]([C@H]1O)C(=O)O)N=C(N)N)NC(=O)C.O.O.O.O